1-(1-methyl-1H-indazol-4-yl)-1H-benzo[d]imidazol-2(3H)-one CN1N=CC2=C(C=CC=C12)N1C(NC2=C1C=CC=C2)=O